6-(3-methoxy-4-(4-methoxybenzyloxy)phenylamino)-3-(4-methylpiperazin-1-yl)quinoxaline-5-carbonitrile COC=1C=C(C=CC1OCC1=CC=C(C=C1)OC)NC1=C(C=2N=C(C=NC2C=C1)N1CCN(CC1)C)C#N